8-(4-chloro-2-fluorophenyl)-5-(4-(trifluoromethyl)benzyl)-5,8-diazaspiro[3.5]nonane-6,9-dione ClC1=CC(=C(C=C1)N1CC(N(C2(CCC2)C1=O)CC1=CC=C(C=C1)C(F)(F)F)=O)F